C1(=C(C(=CC(=C1)C)C)C(C(=O)OCC(C(OC(C1=CC=CC=C1)=O)C1=CC=CC=C1)C)=O)C 2-methyl-1-phenyl-1,3-propanediol benzoate mesitylglyoxylate